Cl.FC1(C(C1)C(C)N)F 1-(2,2-Difluorocyclopropyl)ethylamine hydrochloride